C1(CCC1)[C@@H](C(=O)OC)NC1=CC2=C(C=3N(CCO2)C=C(N3)N3C(OC[C@H]3C)=O)C=C1 methyl (2S)-2-cyclobutyl-2-[[2-[(4R)-4-methyl-2-oxo-oxazolidin-3-yl]-5,6-dihydroimidazo[1,2-d][1,4]benzoxazepin-9-yl]amino]acetate